N,N'-Diallyl-4-hydroxybenzoyl-hydrazine methyl-4-(6-amino-3-imino-3H-xanthen-9-yl)benzoate COC(C1=CC=C(C=C1)C=1C2=CC=C(C=C2OC2=CC(C=CC12)=N)N)=O.C(C=C)N(NCC=C)C(C1=CC=C(C=C1)O)=O